FC(CN1N=NC(=C1)C(=O)NC)CCC=1SC(=NN1)NC(CC1=CC(=CC=C1)OC(F)(F)F)=O 1-(2-fluoro-4-(5-(2-(3-(trifluoromethoxy)phenyl)acetamido)-1,3,4-thiadiazol-2-yl)butyl)-N-methyl-1H-1,2,3-triazole-4-carboxamide